(4-formyl-5-hydroxy-6-methyl-2-(1-(prop-2-yn-1-yl)-1H-1,2,3-triazol-4-yl)pyridin-3-yl)methyl phosphate P(=O)(OCC=1C(=NC(=C(C1C=O)O)C)C=1N=NN(C1)CC#C)([O-])[O-]